4-bromo-5-fluoropyridin-2(1H)-one BrC1=CC(NC=C1F)=O